N,N-diethyl-2-bromoacetamide C(C)N(C(CBr)=O)CC